lithium bis(1,2-benzenediol) borate B([O-])([O-])[O-].C=1(C(=CC=CC1)O)O.C=1(C(=CC=CC1)O)O.[Li+].[Li+].[Li+]